ClC1=CC=C(C=C1)C1CCC(C1(O)CN1N=CN=C1)(C)C 5-(4-chlorophenyl)-2,2-dimethyl-1-(1H-1,2,4-triazol-1-ylmethyl)cyclopentanol